C=1N=CN2C1CN(CC2)C(=O)N2CCC(CC2)=C(C#N)C2=CC=C(C=C2)OC(F)(F)F 2-(1-(5,6,7,8-tetrahydroimidazo[1,5-a]pyrazine-7-carbonyl)piperidin-4-ylidene)-2-(4-(trifluoromethoxy)phenyl)acetonitrile